O1P(OC2=C(C=C(C=C2)C(C)(C)C2=CC=C1C=C2)CCCCCCCCCCCCC)OP([O-])[O-] (tridecyl-4,4'-isopropylidenediphenyl) diphosphite